N-methyl-2-[[4-(7-morpholinoquinazolin-5-yl)oxy-cyclohexyl]amino]pyrimidine-4-carboxamide CNC(=O)C1=NC(=NC=C1)NC1CCC(CC1)OC1=C2C=NC=NC2=CC(=C1)N1CCOCC1